BrC1=C(C(=C(OCCCC(C(=O)O)(C)C)C(=C1)C)I)C 5-(4-bromo-2-iodo-3,6-dimethylphenoxy)-2,2-dimethylpentanoic acid